2-(2-((5-(1-aminoisoquinolin-5-yl)-7-cyano-1-(tetrahydro-2H-pyran-2-yl)-1H-indazol-3-yl)methoxy)phenyl)acetic acid NC1=NC=CC2=C(C=CC=C12)C=1C=C2C(=NN(C2=C(C1)C#N)C1OCCCC1)COC1=C(C=CC=C1)CC(=O)O